BrC=1C=CC=C2C=NC(=NC12)NC1CCN(CC1)S(=O)(=O)C 8-bromo-N-(1-(methylsulfonyl)piperidin-4-yl)quinazolin-2-amine